C(C)C1(CCN(CC1)[SiH3])CC (diethylpiperidinyl)silane